ClC=C(CC)Cl 1,2-dichloro-butene